ethyl 8-bromo-5-(((5-fluoro-2,3-dihydrobenzofuran-4-yl)methyl)amino)imidazo[1,2-c]pyrimidine-2-carboxylate BrC=1C=2N(C(=NC1)NCC1=C(C=CC3=C1CCO3)F)C=C(N2)C(=O)OCC